2-((2-(1-((2-(3-amino-6-methoxypyridin-2-yl)ethyl)(tert-butoxycarbonyl)amino)ethyl)-4-fluorophenyl)amino)-4-chloro-5-fluorobenzoic acid NC=1C(=NC(=CC1)OC)CCN(C(C)C1=C(C=CC(=C1)F)NC1=C(C(=O)O)C=C(C(=C1)Cl)F)C(=O)OC(C)(C)C